5-(5-((cyclohexyl(methyl)amino)methyl)-1H-tetrazol-1-yl)picolinonitrile C1(CCCCC1)N(C)CC1=NN=NN1C=1C=CC(=NC1)C#N